C1(=CC=CC=C1)C=CC(C)C1=CC=C(C=O)C=C1 4-(4-phenylbut-3-en-2-yl)benzaldehyde